7-isopropoxy-N-(1-methyl-2-oxo-1,2-dihydropyridin-3-yl)-2-((1R,4S)-1-methyl-2-oxabicyclo[2.2.1]hept-4-yl)imidazo[1,2-a]pyrimidine-6-carboxamide C(C)(C)OC1=NC=2N(C=C1C(=O)NC=1C(N(C=CC1)C)=O)C=C(N2)[C@]21CO[C@](CC2)(C1)C